CC=1C(C(C(C(C1)([SiH](O[SiH3])C1=CC=CC=C1)C)(C)C)(C)C)(C)C octamethyl-diphenyl-disiloxane